C(C)OC(=O)C1=NC(=C(N=C1N1CCC2([C@@H](C=3N(N=CC3)C2)N[S@](=O)C(C)(C)C)CC1)C)Br 6-bromo-3-((S)-4'-(((R)-tert-butylsulfinyl)amino)-4'H,6'H-spiro[piperidine-4,5'-pyrrolo[1,2-b]pyrazole]-1-yl)-5-methylpyrazine-2-carboxylic acid ethyl ester